FC1=C(C=CC=C1F)[C@@H]1N(CCCC1)C1=C(C(=O)N[C@H](C)\C=C\S(=O)(=O)C)C=CC=C1 ((R)-2-(2,3-Difluorophenyl)piperidin-1-yl)-N-((R,E)-4-(methylsulfonyl)but-3-en-2-yl)benzamide